4-{[2-methoxy-3-(1-methyl-1H-imidazo[1,2-b]pyrazol-6-yl)phenyl]amino}-N-methylpyridazine-3-carboxamide COC1=C(C=CC=C1C=1C=C2N(N1)C=CN2C)NC2=C(N=NC=C2)C(=O)NC